FC=1C=C(C=CC1)S(=O)(=O)NC(C)(C)C 3-fluoro-N-(2-methylprop-2-yl)benzenesulfonamide